6,8-dichloro-3,4-dihydro-1H-2-naphthalenone ClC=1C=C2CCC(CC2=C(C1)Cl)=O